CC=1NC=C(N1)C(F)(F)F 2-methyl-4-(trifluoromethyl)-1H-imidazole